((2-bromo-6-methylphenyl)amino)-3-((2-ethyl-6-methoxy-1,2,3,4-tetrahydroisoquinolin-7-yl)amino)-1,2,4-triazine-6-carboxamide BrC1=C(C(=CC=C1)C)NC=1N=C(N=NC1C(=O)N)NC1=C(C=C2CCN(CC2=C1)CC)OC